3-(2-thienyl)alanine S1C(=CC=C1)C[C@H](N)C(=O)O